ClC=1C(=CC2=C(C[C@](O2)(C2=CC=CC=C2)CN(C(OC(C)(C)C)=O)C)C1C1=C(C(=CC=C1C#N)OCCOC1OCCCC1)F)F tert-butyl (((2S,4R)-5-chloro-4-(6-cyano-2-fluoro-3-(2-((tetrahydro-2H-pyran-2-yl)oxy)ethoxy)phenyl)-6-fluoro-2-phenyl-2,3-dihydrobenzofuran-2-yl)methyl)(methyl)carbamate